C(C=C)(=O)N1CCN(CC1)C1=NC(=NC2=CC(=C(C=C12)C#N)C1=C(C=CC(=C1)N)C(F)(F)F)OC[C@H]1N(CCC1)C (S)-4-(4-acryloylpiperazin-1-yl)-7-(5-amino-2-(trifluoromethyl)phenyl)-2-((1-methylpyrrolidin-2-yl)methoxy)quinazoline-6-carbonitrile